C(#N)C1=CNC2=C(C=CC=C12)NS(=O)(=O)C1=CN=CS1 N-(3-cyano-1H-indol-7-yl)thiazole-5-sulfonamide